3-Fluoro-4-((2-fluoro-5-(piperidin-4-oxy)benzyl)oxy)-benzonitrile FC=1C=C(C#N)C=CC1OCC1=C(C=CC(=C1)OC1CCNCC1)F